tert-butyl (3-(5-bromopyridin-2-yl)prop-2-yn-1-yl)carbamate BrC=1C=CC(=NC1)C#CCNC(OC(C)(C)C)=O